2-((6-Chloropyridin-3-yl)sulfonyl)-9-(3,3-dimethylbutyl)-2,9-diazaspiro[5.5]undecane ClC1=CC=C(C=N1)S(=O)(=O)N1CC2(CCC1)CCN(CC2)CCC(C)(C)C